2-[4-(4-bromophenyl)-4-hydroxypiperidin-1-yl]-5-(trifluoromethyl)benzonitrile BrC1=CC=C(C=C1)C1(CCN(CC1)C1=C(C#N)C=C(C=C1)C(F)(F)F)O